ClC=1C=CC(=C(C1)S(=O)(=O)NC=1C=C2C(N(C(C2=CC1)=O)C1C(NC(CC1)=O)=O)=O)OC 5-chloro-N-(2-(2,6-dioxopiperidin-3-yl)-1,3-dioxoisoindolin-5-yl)-2-methoxybenzenesulfonamide